Perfluoro-octyltrimethoxysilane FC(O[Si](OC(F)(F)F)(OC(F)(F)F)C(C(C(C(C(C(C(C(F)(F)F)(F)F)(F)F)(F)F)(F)F)(F)F)(F)F)(F)F)(F)F